FC(O[Si](OC(F)(F)F)(OC(F)(F)F)C(C(C(C(C(C(C(C(F)(F)F)(F)F)(F)F)(F)F)(F)F)(F)F)(F)F)(F)F)(C(C(C(C(C(C(C(C(C(C(C(C(C(F)(F)F)(F)F)(F)F)(F)F)(F)F)(F)F)(F)F)(F)F)(F)F)(F)F)(F)F)(F)F)(F)F)F perfluoro(tridecyl)fluorooctyl-trimethoxysilane